2-(4-cyclopropyl-6-methoxypyrimidin-5-yl)-4-(1-(4-(1-ethyl-4-(trifluoromethyl)-1H-imidazol-2-yl)phenyl)ethyl)-6-methyl-6,7-dihydro-[1,2,4]triazolo[1,5-a]pyrimidin-5(4H)-one C1(CC1)C1=NC=NC(=C1C1=NN2C(N(C(C(C2)C)=O)C(C)C2=CC=C(C=C2)C=2N(C=C(N2)C(F)(F)F)CC)=N1)OC